C(CCC=CCCCCCCCC)=O 4-tridecen-1-aldehyde